asparagineYl-threonine N[C@@H](CC(N)=O)C(=O)N[C@@H]([C@H](O)C)C(=O)O